BrC1=CC2=C(C3=C(O2)C=C(C=C3)C(=O)NC3(CCC(CC3)(F)F)C(=O)OC)C=C1 Methyl 1-(7-bromodibenzo[b,d]furan-3-carboxamido)-4,4-difluorocyclohexane-1-carboxylate